7,11-dimethyldodec-5,6,10-trien-3-one CC(=C=CCC(CC)=O)CCC=C(C)C